N[C@@H]1C2=CC=CC=C2CC12CCN(CC2)C=2N=CC(=NC2CO)C#CCN2N=CC1=CC(=CC=C21)C(=O)N (S)-1-(3-(5-(1-amino-1,3-dihydrospiro[indene-2,4'-piperidin]-1'-yl)-6-(hydroxymethyl)pyrazin-2-yl)prop-2-yn-1-yl)-1H-indazole-5-carboxamide